t-butylcyclohexylcaproamide C(C)(C)(C)C(C(=O)N)(CCCC)C1CCCCC1